FC1=CC=C(C=C1)C1SCC(N1C1=NC=CN=C1)=O 2-(4-Fluorophenyl)-3-(pyrazin-2-yl)-1,3-thiazolidin-4-one